2,4-difluoro-N-(morpholin-3-ylmethyl)benzamide hydrochloride Cl.FC1=C(C(=O)NCC2NCCOC2)C=CC(=C1)F